COC=1C=C(C=CC1S(=O)(=O)N)S(=O)(=O)NC 3-methoxy-N1-methylbenzene-1,4-disulfonamide